C(C)S(=O)(=O)C=1C=C(C=NC1C1=NC2=C(N=NC(=C2)C(F)(F)F)N1C)CC#N 2-[5-ethylsulfonyl-6-[7-methyl-3-(trifluoromethyl)imidazo-[4,5-c]pyridazin-6-yl]-3-pyridyl]acetonitrile